O[C@H]1C[C@H]2CC[C@H]3[C@@H]4CC[C@H]([C@@H](CCC)C)[C@]4(CC[C@@H]3[C@]2(CC1)C)C 3a-hydroxy-5β-cholan